[Cl-].[Gd+3].[Cl-].[Cl-] gadolinium chloride salt